[(1R)-2-[tert-butyl(dimethyl)silyl]oxy-1-methyl-ethyl] 1-[(1R)-2-[tert-butyl(dimethyl)silyl]oxy-1-methyl-ethyl]-3-(4-fluorophenyl)-2,4-dioxo-pyrimidine-5-carboxylate [Si](C)(C)(C(C)(C)C)OC[C@@H](C)N1C(N(C(C(=C1)C(=O)O[C@@H](CO[Si](C)(C)C(C)(C)C)C)=O)C1=CC=C(C=C1)F)=O